O1C(CCCC1)OCCC\C=C/C\C=C/CC 1-(tetrahydropyranyloxy)-(4Z,7Z)-4,7-decadiene